C(C)(C)C=1C=C(C=CC1)C1CC2(CN(C2)C(=O)C2CC3(C2)NC(OC3)=O)C1 (2s,4s)-2-(6-(3-isopropylphenyl)-2-azaspiro[3.3]heptane-2-carbonyl)-7-oxa-5-azaspiro[3.4]octan-6-one